N-{4-[(2-acetamidopyridin-4-yl)ethynyl]pyrimidin-5-yl}-2,2,2-trifluoroacetamide C(C)(=O)NC1=NC=CC(=C1)C#CC1=NC=NC=C1NC(C(F)(F)F)=O